tert-butyl (S)-2-((((9H-fluoren-9-yl) methoxy) carbonyl) amino)-4-oxobutyrate C1=CC=CC=2C3=CC=CC=C3C(C12)COC(=O)N[C@H](C(=O)OC(C)(C)C)CC=O